BrC1=C(C=CC(=C1)C(F)F)OC 2-Bromo-4-(difluoromethyl)-1-methoxybenzene